4-(6-bromo-1-oxo-3H-isoindol-2-yl)-4-carbamoyl-butyric acid tert-butyl ester C(C)(C)(C)OC(CCC(C(N)=O)N1C(C2=CC(=CC=C2C1)Br)=O)=O